C1(CC1)C=1C(=NN(C1NC(=O)[C@H]1C(C1)(F)F)C)C1=CC=C(C=C1)F (S)-N-(4-cyclopropyl-3-(4-fluorophenyl)-1-methyl-1H-pyrazol-5-yl)-2,2-difluorocyclopropane-1-carboxamide